tert-butyl 2-((3-methyl-4-nitrophenyl) sulfonyl)-7-azaspiro[3.5]nonane-7-carboxylate CC=1C=C(C=CC1[N+](=O)[O-])S(=O)(=O)C1CC2(C1)CCN(CC2)C(=O)OC(C)(C)C